(S)-3-amino-1-((4-(cyclopropylethynyl)-2-thioxo-4-(trifluoromethyl)-1,2,3,4-tetrahydroquinazolin-7-yl)methyl)pyrazin-2(1H)-one NC=1C(N(C=CN1)CC1=CC=C2[C@](NC(NC2=C1)=S)(C(F)(F)F)C#CC1CC1)=O